COC(=O)C=1C=C(C=CC1)NC1=CC(=CC=C1)C1=NOC(=N1)C(C)C1=CC=CC2=CC=CC=C12 N-(3-methoxycarbonylphenyl)-3-(5-(1-(naphthalen-1-yl)ethyl)-1,2,4-oxadiazol-3-yl)aniline